(R)-N-(3-(7-((4-methoxybenzyl)(methyl)amino)-1,6-naphthyridin-3-yl)-4-methylphenyl)-5-(2,2,2-trifluoro-1-hydroxyethyl)nicotinamide COC1=CC=C(CN(C2=NC=C3C=C(C=NC3=C2)C=2C=C(C=CC2C)NC(C2=CN=CC(=C2)[C@H](C(F)(F)F)O)=O)C)C=C1